ClC1=NC=C(C(=N1)C=1C=C2C(=CC=NC2=CC1)C(C)C)Cl 6-(2,5-dichloropyrimidin-4-yl)-4-isopropylquinoline